FC1=C(C=C(C=C1)O)C1=N[C@H](C=2N(C3=C1C(=C(C=C3)Cl)Cl)C(=NN2)C)C 4-fluoro-3-[(4S)-7,8-dichloro-1,4-dimethyl-4H-[1,2,4]triazolo[4,3-a][1,4]benzodiazepin-6-yl]phenol